N-(4-([1,2,4]triazolo[4,3-c]pyrimidin-7-yloxy)-3-methylphenyl)-6-(1H-pyrrol-3-yl)quinazolin-4-amine N=1N=CN2C=NC(=CC21)OC2=C(C=C(C=C2)NC2=NC=NC1=CC=C(C=C21)C2=CNC=C2)C